(R)-dimethyl 5-(1-benzyl-3-(diisopropylphosphaneyl)-1H-naphtho[1,8-de][1,3,2]diazaborinin-2(3H)-yl)-4,6,7-trimethyl-1,3-dihydro-2H-indene-2,2-dicarboxylate C(C1=CC=CC=C1)N1B(N(C2=C3C1=CC=CC3=CC=C2)P(C(C)C)C(C)C)C=2C(=C3CC(CC3=C(C2C)C)(C(=O)OC)C(=O)OC)C